CN1N=C(C2=CC=C(C=C12)C(C)=CC(C)(S(=O)N)C)C (1-(1,3-Dimethyl-1H-indazol-6-yl)ethylidene)-2-methylpropane-2-sulfinamide